Cl.N[C@@H]1[C@@H](CN(CC1)C=1N(C(C2=C(N1)NC=C2C2=C(C1=C(N=CS1)C=C2)Cl)=O)C)F 2-[(3R,4S)-4-amino-3-fluoropiperidin-1-yl]-5-(7-chloro-1,3-benzothiazol-6-yl)-3-methyl-3H,4H,7H-pyrrolo[2,3-d]pyrimidin-4-one hydrochloride